C(C)N1C[C@@H](CCC1)NC1=C2C(=C(N=N1)C1=C(C=C(C=C1)C(F)(F)F)O)C=NC=C2 (R)-2-(1-((1-ethylpiperidin-3-yl)amino)pyrido[3,4-d]pyridazin-4-yl)-5-(trifluoromethyl)phenol